C1(CC1)COC1=C(C(C=CC=C1)=O)O 3-(cyclopropylmethoxy)-2-hydroxycyclohepta-2,4,6-trien-1-one